(Sa)-6-(5-Chloro-1-((3-fluoro-[1,1'-biphenyl]-4-yl)methyl)-1H-indazole-7-carboxamido)spiro[3.3]heptane-2-carboxylic acid ClC=1C=C2C=NN(C2=C(C1)C(=O)NC1CC2(CC(C2)C(=O)O)C1)CC1=C(C=C(C=C1)C1=CC=CC=C1)F